O1C(CCCC1)OCC12CCC(CC1)(CC2)C(C)=O 1-(4-(((tetrahydro-2H-pyran-2-yl)oxy)methyl)bicyclo[2.2.2]oct-1-yl)ethan-1-one